COC1=CC=C2C(=CC=NC2=C1)N1CCC2(CN(C2)S(=O)(=N)C)CC1 7-methoxy-4-(2-(S-methylsulfonimidoyl)-2,7-diazaspiro[3.5]nonan-7-yl)quinoline